7-bromo-1,2-dihydroisoquinolin-1-one BrC1=CC=C2C=CNC(C2=C1)=O